OCC1(C(NCC1)=O)NC(=O)C1=C(C=C2C=CC(=CN12)OCC1=NC=CN=C1)C N-[3-(hydroxymethyl)-2-oxopyrrolidin-3-yl]-2-methyl-6-[(pyrazin-2-yl)methoxy]-indolizine-3-carboxamide